(R)-N-(1-(5-Bromo-6-methoxy-1-methyl-1H-benzo[d]imidazol-2-yl)piperidin-3-yl)-5-(trifluoromethyl)pyrimidin-2-amine BrC1=CC2=C(N(C(=N2)N2C[C@@H](CCC2)NC2=NC=C(C=N2)C(F)(F)F)C)C=C1OC